C(CC)OC=1C=CC(=NC1)C(C(=O)N)C (5-propoxypyridin-2-yl)propanamide